(2S,5S)-1-(trifluoroacetyl)-5-hydroxypiperidine-2-carboxylic acid methyl ester COC(=O)[C@H]1N(C[C@H](CC1)O)C(C(F)(F)F)=O